FC1=CC=C(C=C1)C1=NC=2C(=NC(=CC2)N2CCNCC2)N1C1=CC(=NC=C1)NC(C)=O N-{4-[2-(4-fluorophenyl)-5-(piperazin-1-yl)-3H-imidazo[4,5-b]pyridin-3-yl]pyridin-2-yl}acetamide